ClC1=CN=C2C(=NC(=NN21)C2=C(C=CC=C2F)F)NC2CCC(CC2)N (1r,4r)-N1-(7-chloro-2-(2,6-difluorophenyl)imidazo[2,1-f][1,2,4]triazin-4-yl)cyclohexane-1,4-diamine